2-{3-[(3S)-3-cyclopropylpiperazin-1-yl]-1,2,4-triazin-6-yl}-5-(7-fluoro-2-methyl-2H-indazol-5-yl)pyridin C1(CC1)[C@H]1CN(CCN1)C=1N=NC(=CN1)C1=NC=C(C=C1)C1=CC2=CN(N=C2C(=C1)F)C